ClC1=CC=C(C(=N1)C(C(=O)OCC)C=O)[N+](=O)[O-] ethyl (6-chloro-3-nitropyridin-2-yl)-3-oxopropanoate